4-(1-methyl-1H-indazol-5-yl)-3-(2-trityl-2H-tetrazol-5-yl)phenylamine CN1N=CC2=CC(=CC=C12)C1=C(C=C(C=C1)N)C=1N=NN(N1)C(C1=CC=CC=C1)(C1=CC=CC=C1)C1=CC=CC=C1